Cl.FC(C=1C=CC(=NC1)[C@@]1(CN2[C@H](CO1)CNCC2)O)(F)F (3S,9aS)-3-(5-(trifluoromethyl)pyridin-2-yl)octahydropyrazino[2,1-c][1,4]oxazin-3-ol hydrochloride